ClC1=CC=C(C2=NON=C21)[N+](=O)[O-] 4-chloro-7-nitrobenzo[c][1,2,5]oxadiazole